2-(4-(2-((1-(cyclopropylmethyl)-6-(dimethylphosphoryl)-1H-benzo[d]imidazol-2-yl)amino)-2-oxoethyl)-2-fluorophenoxy)pyridine-3-carboxamide C1(CC1)CN1C(=NC2=C1C=C(C=C2)P(=O)(C)C)NC(CC2=CC(=C(OC1=NC=CC=C1C(=O)N)C=C2)F)=O